methyl 2-((1R,5S,6s)-3-(2-(3,3-difluoro-2-methylazetidin-1-yl)-7,7-difluoro-6,7-dihydro-5H-cyclopenta[d]pyrimidin-4-yl)-3-azabicyclo[3.1.0]hexan-6-yl)acetate FC1(C(N(C1)C=1N=C(C2=C(N1)C(CC2)(F)F)N2C[C@@H]1C([C@@H]1C2)CC(=O)OC)C)F